CP(=O)(C)C1=C(C=CC=C1)NC=1C2=C(N=C(N1)NC1=CC=C3CCC=NC3=C1)NC=C2 7-((4-((2-(dimethylphosphoryl)phenyl)amino)-7H-pyrrolo[2,3-d]pyrimidin-2-yl)amino)-3,4-dihydroquinolin